[C@H]12CN(C[C@H](CC1)O2)C2=NC1=CC=C(C=C1C=N2)CN2C[C@H](CC2)OC=2C=C1CN(C(C1=CC2)=O)C2C(NC(CC2)=O)=O 3-(5-(((S)-1-((2-((1R,5S)-8-Oxa-3-azabicyclo[3.2.1]octan-3-yl)quinazolin-6-yl)methyl)pyrrolidin-3-yl)oxy)-1-oxoisoindolin-2-yl)piperidine-2,6-dione